IC1=NN(C2=C1C(=NC=C2)NCC2=CC=C(C=C2)OC)C(C)C 3-iodo-1-isopropyl-N-(4-methoxybenzyl)-1H-pyrazolo[4,3-c]pyridin-4-amine